5-Cyclopropyl-2-iodo-3-methyl-phenol C1(CC1)C=1C=C(C(=C(C1)O)I)C